(R)-N-(chroman-4-yl)-2-(4-ethylpiperazin-1-yl)benzo[d]Thiazole-6-carboxamide O1CC[C@H](C2=CC=CC=C12)NC(=O)C1=CC2=C(N=C(S2)N2CCN(CC2)CC)C=C1